(S)-7-methyl-9-(1-methylpyrrolidin-3-yl)-2-((7-methylquinolin-6-yl)amino)-7,9-dihydro-8H-purin-8-one CN1C(N(C2=NC(=NC=C12)NC=1C=C2C=CC=NC2=CC1C)[C@@H]1CN(CC1)C)=O